C(C1=CC=CC=C1)(=O)S\C(=C(\C)/N(C=O)CC=1C(=NC(=NC1)C)N)\CCOCC (Z)-S-(2-(N-((4-Amino-2-methylpyrimidin-5-yl)methyl)formamido)-5-ethoxypent-2-ene-3-yl) thiobenzoate